C1=CC=CC=2C3=CC=CC=C3C(C12)COC(NCC(NCOC[C@@H](C(=O)OC)C)=O)=O (S)-methyl 1-(9H-fluoren-9-yl)-11-methyl-3,6-dioxo-2,9-dioxa-4,7-diazadodecan-12-oate